ClC1=C2C=C(NC2=CC(=C1)Cl)C(=O)O 4,6-dichloroindole-2-carboxylic acid